3-bromo-1-(3-chloro-2-pyridinyl)-1H-pyrazole-5-carbaldehyde BrC1=NN(C(=C1)C=O)C1=NC=CC=C1Cl